5-(4-(trifluoromethyl)phenoxy)-2-(1-(vinylsulfonyl)pyrrolidin-3-yl)-1,2,3,4-tetrahydroisoquinoline FC(C1=CC=C(OC2=C3CCN(CC3=CC=C2)C2CN(CC2)S(=O)(=O)C=C)C=C1)(F)F